FC(S(=O)(=O)OC1=CCCCC2=C1C=CC(=C2)C(=O)OC)(F)F methyl 9-(((trifluoromethyl)sulfonyl)oxy)-6,7-dihydro-5H-benzo[7]annulene-3-carboxylate